OCCN(C(=O)C1CNCC1)C Pyrrolidine-3-carboxylic acid (2-hydroxy-ethyl)-methyl-amide